OC[C@H](C1=CC=CC=C1)NC1=CC(=NC=C1C1=NC2(CO1)CCOCC2)NC2=CC=C1C(=N2)C(N(C1=O)CCC)(C)C (S)-2-((4-((2-hydroxy-1-phenylethyl)amino)-5-(3,8-dioxa-1-azaspiro[4.5]dec-1-en-2-yl)pyridin-2-yl)amino)-7,7-dimethyl-6-propyl-6,7-dihydro-5H-pyrrolo[3,4-b]pyridin-5-one